C(C)(C)C1=C(NC2=CC=C(C=C12)[C@H]1[C@@H](C1)C(=O)N(C1CCNCC1)C)C1=CC(=NC=C1)C (1r,2r)-2-(3-isopropyl-2-(2-methylpyridin-4-yl)-1H-indol-5-yl)-N-methyl-N-(piperidin-4-yl)cyclopropane-1-carboxamide